2-bromo-6-((4-chloro-2-fluorophenoxy)methyl)pyridine BrC1=NC(=CC=C1)COC1=C(C=C(C=C1)Cl)F